N-fluoro-N-(4-methylpentyl)naphthalene-2-sulfonamide FN(S(=O)(=O)C1=CC2=CC=CC=C2C=C1)CCCC(C)C